C(CCC=CCC)C1C(OC(C1)=O)=O 3-[hept-4-enyl]Tetrahydrofuran-2,5-dione